OC1=C(C(=O)N(C=2C=NC3=CC=CC=C3C2)C)C=C(C(=C1)O)C(C)C 2,4-dihydroxy-5-isopropyl-N-methyl-N-(quinolin-3-yl)benzamide